ClC1=NC(=CC(=C1)OC([2H])([2H])[2H])S(=O)(=O)C 2-chloro-4-(methoxy-d3)-6-(methylsulfonyl)pyridine